[Si](C)(C)(C(C)(C)C)OCCOC1=CC=C(C=N1)N 6-(2-((tert-butyldimethylsilyl)oxy)ethoxy)pyridin-3-amine